CN(CCC1=CNC=2C=CC=C(C12)O)CC(F)(F)F 3-(2-(methyl(2,2,2-trifluoroethyl)amino)ethyl)-1H-indol-4-ol